C(CCC)[C@@]12CNC[C@@H]([C@H]2O1)N1N=NC(=C1)C1=CC(=CC=C1)F butyl-(1S,5S,6R)-5-(4-(3-fluorophenyl)-1H-1,2,3-triazol-1-yl)-7-oxa-3-azabicyclo[4.1.0]heptane